OC1=C(CN)C=CC=C1O 2,3-dihydroxybenzylamine